ClC1=NC(=CC(=C1)[C@@H]1CN(C[C@H](O1)C(C(F)(F)F)O)C(=O)OC(C)(C)C)C1=NC=NC(=C1)C(NC)=O trans-tert-butyl 2-(2-chloro-6-(6-(methylcarbamoyl)pyrimidin-4-yl)pyridin-4-yl)-6-(2,2,2-trifluoro-1-hydroxy ethyl)morpholine-4-carboxylate